heptadecyltrifluorosilane C(CCCCCCCCCCCCCCCC)[Si](F)(F)F